N-methyl-1-(tetrahydrofuran-3-yl)methylamine CNCC1COCC1